C1(CC1)NC1=NC(=CC2=C1N(C=N2)C(C)C)C2=CC=C1C(=C2)N(C(C12CCNCC2)=O)C2CC(C2)N2CCCCC2 6-[4-(CYCLOPROPYLAMINO)-3-(PROPAN-2-YL)-3H-IMIDAZO[4,5-C]PYRIDIN-6-YL]-2-oxo-1-[(1S,3s)-3-(PIPERIDIN-1-YL)CYCLOBUTYL]-1,2-DIHYDROSPIRO[INDOLE-3,4'-PIPERIDIN]